CS(=O)(=O)C1C(OCC1)=O (methylsulfonyl)dihydrofuran-2(3H)-one